6-(3-Cyclopropylphenyl)-3-methyl-1-(2-oxobutyl)imidazo[4,5-b]Pyridine C1(CC1)C=1C=C(C=CC1)C=1C=C2C(=NC1)N(CN2CC(CC)=O)C